1-(2,2,2-Trifluoro-ethyl)-piperazin-2-one FC(CN1C(CNCC1)=O)(F)F